FC(C(CNC(=O)C=1C(N(N=C(C1)C1=CC=C(C=C1)C(F)(F)F)C=1C=NC=CC1)=O)O)F (+)-N-(3,3-Difluoro-2-hydroxypropyl)-3-oxo-2-(pyridin-3-yl)-6-[4-(trifluoromethyl)phenyl]-2,3-dihydropyridazine-4-carboxamide